Methylacetylricinoleate CC(C(=O)[O-])(CCCCCC\C=C/C[C@H](O)CCCCCC)C(C)=O